N-[[4-[2-[(2S,3R)-3-hydroxy-2-methyl-azetidin-1-yl]-6,7-dihydro-5H-cyclopenta[d]pyrimidin-4-yl]phenyl]methyl]methanesulfonamide O[C@H]1[C@@H](N(C1)C=1N=C(C2=C(N1)CCC2)C2=CC=C(C=C2)CNS(=O)(=O)C)C